carboxy-phenyl-porphyrin C(=O)(O)C=1C(=C2NC1C=C1C=CC(=N1)C=C1C=CC(N1)=CC=1C=CC(N1)=C2)C2=CC=CC=C2